tert-butyl (2-(2-naphthamido)ethyl)carbamate C1=C(C=CC2=CC=CC=C12)C(=O)NCCNC(OC(C)(C)C)=O